COC1=C(C(=CC=2CN(C(C3=C(C21)C=C(C(=C3)OC)OC)C)C(=O)[O-])OC)OC 1,2,3,9,10-pentamethoxy-7-methyl-5,7-dihydro-6H-dibenzo[c,e]azepine-6-carboxylate